(5R,5'S)-5,5'-(((((3,3'-dichloro-[4,4'-bipyridine]-2,2'-diyl)bis(2-fluoro-6-methoxy-4,1-phenylene))bis(methylene))bis(azanediyl))bis(methylene))bis(pyrrolidin-2-one) ClC=1C(=NC=CC1C1=C(C(=NC=C1)C1=CC(=C(C(=C1)OC)CNC[C@@H]1CCC(N1)=O)F)Cl)C1=CC(=C(C(=C1)OC)CNC[C@H]1CCC(N1)=O)F